BrC1=CC=C(C=C1)[C@@H](C(F)(F)F)N(C(=O)N1CCC(CC1)(O[Si](C)(C)C)C)C (S)-N-(1-(4-Bromophenyl)-2,2,2-trifluoroethyl)-N,4-dimethyl-4-((trimethylsilyl)oxy)piperidine-1-carboxamide